2-amino-5-(4-((1-phenylethyl)amino)quinazolin-6-yl)nicotinamide NC1=C(C(=O)N)C=C(C=N1)C=1C=C2C(=NC=NC2=CC1)NC(C)C1=CC=CC=C1